CN1C(N2[C@@H](COC3=C4C2=C1C=NC4=CC=C3C=3C=NC(=CC3)OCCCN3CCCCC3)C)=O (R)-2,10-dimethyl-7-(6-(3-(piperidin-1-yl)propoxy)pyridin-3-yl)-9,10-dihydro-8-oxa-2,4,10a-triazanaphtho[2,1,8-cde]azulen-1(2H)-one